fluorosulfonyl-(perfluoroethyl)sulfonylamide FS(=O)(=O)[N-]S(=O)(=O)C(C(F)(F)F)(F)F